ethyl (R)-2-bromo-2-fluoroacetate Br[C@H](C(=O)OCC)F